2-(3-(4-bromophenyl)-1-(3-methoxybenzyl)-2-oxo-1,3,8-triazaspiro[4.5]decan-8-yl)-N-methylacetamide BrC1=CC=C(C=C1)N1C(N(C2(C1)CCN(CC2)CC(=O)NC)CC2=CC(=CC=C2)OC)=O